Methyl 6-(2-chloro-6-fluorophenyl)-4-((4-(morpholine-4-carbonyl)phenyl)amino)pyridazine-3-carboxylate ClC1=C(C(=CC=C1)F)C1=CC(=C(N=N1)C(=O)OC)NC1=CC=C(C=C1)C(=O)N1CCOCC1